N-(5-bromo-4-(2-(dimethylamino)ethoxy)pyrimidin-2-yl)-2'-cyclopropyl-4'-(5-methyl-1,2,4-oxadiazol-3-yl)-[1,1'-biphenyl]-4-carboxamide BrC=1C(=NC(=NC1)NC(=O)C1=CC=C(C=C1)C1=C(C=C(C=C1)C1=NOC(=N1)C)C1CC1)OCCN(C)C